C1(=CC=CC=C1)C1=CN=C(N1)C1=NC=CC(=C1)C=1C=NC=C(C1)NC(C1=CC=CC=C1)=O N-(2'-(5-Phenyl-1H-imidazol-2-yl)-3,4'-bipyridin-5-yl)benzamid